C1(CC1)COC=1C(=CC2=CN(N=C2C1)C1CCC(CC1)OC(CO)CO)[N+](=O)[O-] 2-(((1r,4r)-4-(6-(cyclopropylmethoxy)-5-nitro-2H-indazol-2-yl)cyclohexyl)oxy)propane-1,3-diol